N=1C=CC2=C(CC=CC12)C(=O)N1CCC(CC1)CN1N=C(C=CC1=O)N1N=CC=C1 2-((1-(5H-indole-4-carbonyl)piperidin-4-yl)methyl)-6-(1H-pyrazol-1-yl)pyridazin-3(2H)-one